yttrium aluminum gallium [Ga].[Al].[Y]